[N+](=O)([O-])C1=C(C(=C(C(=C1C)[N+](=O)[O-])C(C)(C)C)[N+](=O)[O-])C 2,4,6-trinitro-1,3-dimethyl-5-tertiary butyl-benzene